C(C1=CC=CC=C1)OC1=NC(=CC=C1C=1C=C(C=CC1)O)OCC1=CC=CC=C1 3-(2,6-dibenzyloxy-3-pyridinyl)phenol